4-methoxyphenylphenyl-iodonium COC1=CC=C(C=C1)[I+]C1=CC=CC=C1